NC1=C2C=NC(=NC2=CC(=C1F)C1=C(C2=C(OCCN2)N=C1)C)NC1=CC=C(C=C1)[C@@H]1N(CCC1)CC |o1:30| (R or S)-1-[2-(4-{[5-amino-6-fluoro-7-(8-methyl-2,3-dihydro-1H-pyrido[2,3-b][1,4]oxazin-7-yl)quinazolin-2-yl]amino}phenyl)pyrrolidin-1-yl]ethan